6-fluoro-4-methoxy-1-((2-(trimethylsilyl)ethoxy)methyl)-3-vinyl-1H-indazole FC1=CC(=C2C(=NN(C2=C1)COCC[Si](C)(C)C)C=C)OC